2,3-Diazapyrene C1=NN=C2C=CC3=CC=CC4=CC=C1C2=C34